6-(benzo[b]thiophene-2-ylmethyl)6'-methyl-3',4',5',6'-tetrahydro-3H-spiro[isobenzofuran-1,2'-pyran]-3',4',5'-triol S1C2=C(C=C1CC1=CC=C3COC4(OC(C(C(C4O)O)O)C)C3=C1)C=CC=C2